pyridopyrrolidone N1C(CC2=C1C=CC=N2)=O